4-methyl-gamma-butanol CCC(CC)O